CN1C2CN(C(C1)C2)CCCNC(=O)C2=CC1=C(N3C(S1)=NC(=C3)C3=CC=C(C=C3)C(NC)=O)C=C2 N-(3-(5-methyl-2,5-diazabicyclo[2.2.1]heptan-2-yl)propyl)-2-(4-(methylcarbamoyl)phenyl)benzo[d]imidazo[2,1-b]thiazole-7-carboxamide